C(#N)C=1C=C2C3=C(NC2=CC1)N=CC(=C3NC(C)C)C(=O)NCCC3CC3 6-cyano-N-(2-cyclopropylethyl)-4-(isopropylamino)-9H-pyrido[2,3-b]indole-3-carboxamide